N1=CC=C(C=C1)CN 1-(pyridin-4-yl)methanamine